FC1(CCC(CC1)NCC[C@H](CCOC1=C(C=CC(=C1)C)S(=O)(=O)N1[C@@H](CCC1)C(=O)OC)C)F Methyl ((2-(((R)-5-((4,4-difluorocyclohexyl)amino)-3-methylpentyl)oxy)-4-methylphenyl)sulfonyl)-L-prolinate